2-[2-chloro-3-(trifluoromethyl)phenyl]-N-{4-[1-(difluoromethyl)-1H-pyrazol-4-yl]-3-sulfamoylphenyl}acetamide n-propyl-methacrylate C(CC)OC(C(=C)C)=O.ClC1=C(C=CC=C1C(F)(F)F)CC(=O)NC1=CC(=C(C=C1)C=1C=NN(C1)C(F)F)S(N)(=O)=O